C(N)(OCCCC1=CC=NC=C1)=O 3-(4-pyridyl)propyl 1-carbamate